C(CCCCCCCCCCCCCCC)(=O)OCC(COC(CCCCCCCCCCCCCCC)=O)OC(CCC(=O)O)=O 4-((1,3-Bis(palmitoyloxy)propan-2-yl)oxy)-4-oxobutanoic acid